methyl-δ-valerolactone CC1C(=O)OCCC1